FC(OC1=CC(=C(C=C1F)B(O)O)F)F (4-(difluoromethoxy)-2,5-difluorophenyl)boronic acid